Erbium(III) Oxide [O-2].[Er+3].[O-2].[O-2].[Er+3]